[Cl-].CC1=C(C(=CC=C1)C)N1C=[N+](C=C1)C1=C(C=CC=C1C)C 1,3-bis(2,6-dimethylphenyl)imidazolium chloride